ClC1=CC=CC(=N1)C1=NC(=NC(=N1)NC=1C=NC=C(C1)F)NCC(C)(O)C (4-(6-chloropyridin-2-yl)-6-(5-fluoropyridin-3-ylamino)-1,3,5-triazin-2-ylamino)-2-methylpropan-2-ol